tert-Butyl 4-(((2S,5R)-1-(tert-butoxycarbonyl)-5-formylpyrrolidin-2-yl)-methyl)piperidine-1-carboxylate C(C)(C)(C)OC(=O)N1[C@@H](CC[C@@H]1C=O)CC1CCN(CC1)C(=O)OC(C)(C)C